[N-]=C=O.[N-]=C=O.CC1=CC=CC(=C1)C 2,4-dimethylbenzene diisocyanate